1-(4-{5-[6-Cyclopropyl-5-(trifluoromethyl)pyridin-3-yl]-7-[{[1-(methoxymethyl)cyclopentyl]methyl}(methyl)amino]-1H-imidazo[4,5-b]pyridin-2-yl}phenyl)piperidin C1(CC1)C1=C(C=C(C=N1)C1=CC(=C2C(=N1)N=C(N2)C2=CC=C(C=C2)N2CCCCC2)N(C)CC2(CCCC2)COC)C(F)(F)F